1-[[2-(difluoromethoxy)pyridin-4-yl]methyl]-3-(3-methyl-1-bicyclo[1.1.1]pentanyl)urea FC(OC1=NC=CC(=C1)CNC(=O)NC12CC(C1)(C2)C)F